6-(3-fluoropyridin-4-yl)-N-[3-(propan-2-yl)-1H-1,2,4-triazol-5-yl]-1,2,4-triazine-3-amine FC=1C=NC=CC1C1=CN=C(N=N1)NC1=NC(=NN1)C(C)C